C1(=C(C=CC=C1)OC[C@H]1CN(CCO1)C(=O)OC(C)(C)C)C (R)-tert-butyl 2-((tolyloxy)methyl)morpholine-4-carboxylate